ClC1=C2C=CC=NC2=C(C(=C1)Cl)O 5,7-Dichloro-8-hydroxyquinoline